rac-(4bS,5R,6S,7S,7aR)-7a-(4-bromophenyl)-6-((ethyl(methyl)amino)methyl)-4-methoxy-7-phenyl-5,6,7,7a-tetrahydro-4bH-cyclopenta[4,5]furo[2,3-c]pyridine-4b,5-diol BrC1=CC=C(C=C1)[C@]12[C@](C3=C(C=NC=C3OC)O1)([C@@H]([C@@H]([C@H]2C2=CC=CC=C2)CN(C)CC)O)O |r|